benzyl (3-(hydroxymethyl)bicyclo[1.1.1]pentan-1-yl)carbamate Sodium borohydride [BH4-].[Na+].OCC12CC(C1)(C2)NC(OCC2=CC=CC=C2)=O